rac-benzyl 4-oxopiperidine-1-carboxylate O=C1CCN(CC1)C(=O)OCC1=CC=CC=C1